4,4''-bis{di(naphthalen-2-yl)amino}-1,1':4',1''-terphenyl C1=C(C=CC2=CC=CC=C12)N(C1=CC=C(C=C1)C1=CC=C(C=C1)C1=CC=C(C=C1)N(C1=CC2=CC=CC=C2C=C1)C1=CC2=CC=CC=C2C=C1)C1=CC2=CC=CC=C2C=C1